S1C=CC=2CN(CCC21)C=2N=C(C1=C(N2)CCCS1(=O)=O)NC1=CC=C(C=C1)CC(=O)O 2-(4-((2-(6,7-Dihydrothieno[3,2-c]pyridin-5(4H)-yl)-5,5-dioxo-7,8-dihydro-6H-thiopyrano[3,2-d]pyrimidin-4-yl)amino)phenyl)acetic acid